(R)-2-(5-ethynyl-6-fluoro-4-(8-fluoro-4-(methyl(pyrrolidin-2-ylmethyl)amino)-2-morpholinopyrido[4,3-d]pyrimidin-7-yl)naphthalen-2-yl)-2-methylpropanenitrile C(#C)C1=C2C(=CC(=CC2=CC=C1F)C(C#N)(C)C)C1=C(C=2N=C(N=C(C2C=N1)N(C[C@@H]1NCCC1)C)N1CCOCC1)F